(R)-N-methyl-6-(4-((1-phenylethyl)amino)quinazolin-6-yl)pyrazine-2-carboxamide CNC(=O)C1=NC(=CN=C1)C=1C=C2C(=NC=NC2=CC1)N[C@H](C)C1=CC=CC=C1